{1-[2-fluoro-3-(methyloxy)phenyl]ethyl}-2-methyl-6-(3-methyl-1-benzofuran-5-yl)pyrimidin-4-amine FC1=C(C=CC=C1OC)C(C)C=1C(=NC(=NC1C=1C=CC2=C(C(=CO2)C)C1)C)N